FC=1C=C(C=CC1)C=1N=C(SC1C(=O)NC=1C=C2CCC(NC2=CC1)=O)N1CCNCC1 4-(3-fluorophenyl)-N-(2-oxo-3,4-dihydro-1H-quinolin-6-yl)-2-piperazin-1-yl-thiazole-5-carboxamide